N-((4-chloro-2,6-diisopropylphenyl)carbamoyl)quinoline-5-sulfonamide ClC1=CC(=C(C(=C1)C(C)C)NC(=O)NS(=O)(=O)C=1C=2C=CC=NC2C=CC1)C(C)C